C(OC=1C(=CC(=C(C1)N1CCCCC1)C)[N+](=O)[O-])([2H])([2H])[2H] 1-(5-(methoxy-d3)-2-methyl-4-nitrophenyl)piperidine